tert-butyl 3-(hydroxymethyl)-4-methylpyrrolidine-1-carboxylate OCC1CN(CC1C)C(=O)OC(C)(C)C